di-calcium silicate [Si]([O-])([O-])([O-])[O-].[Ca+2].[Ca+2]